europium-yttrium [Y].[Eu]